C1(=CC=CC=C1)[C@H](CO)[2H] (R)-(+)-2-phenylethanol-2-d